4-((4-((2-(2-cyano-4,4-difluoropyrrolidin-1-yl)-2-oxoethyl)carbamoyl)quinolin-6-yl)oxy)butyric acid tert-butyl ester C(C)(C)(C)OC(CCCOC=1C=C2C(=CC=NC2=CC1)C(NCC(=O)N1C(CC(C1)(F)F)C#N)=O)=O